(R)-1-(3-((3'-((5-((R)-3-hydroxypyrrolidin-1-yl)pentyl)oxy)-2,2'-dimethyl-[1,1'-biphenyl]-3-yl)oxy)propyl)pyrrolidin-3-ol O[C@H]1CN(CC1)CCCCCOC=1C(=C(C=CC1)C1=C(C(=CC=C1)OCCCN1C[C@@H](CC1)O)C)C